5-(trans-3-(4-(trifluoromethyl)phenoxy)cyclobutyl)-1H-indol-3-amine TFA salt OC(=O)C(F)(F)F.FC(C1=CC=C(O[C@@H]2C[C@H](C2)C=2C=C3C(=CNC3=CC2)N)C=C1)(F)F